2-((2,2,2-trifluoroethyl)sulfonamido)-N-(3-(trifluoromethyl)bicyclo[1.1.1]pentan-1-yl)benzamide FC(CS(=O)(=O)NC1=C(C(=O)NC23CC(C2)(C3)C(F)(F)F)C=CC=C1)(F)F